CC1=C(N2C=CC=C2C=C1C(=O)O)N(C1CCOCC1)C 6-methyl-5-(methyl-(tetrahydro-2H-pyran-4-yl)amino)indolizine-7-carboxylic acid